6-(2-chloro-4-methylphenyl)-1H-benzo[c][1,2,6]Thiadiazin-4(3H)-one 2,2-dioxide ClC1=C(C=CC(=C1)C)C1=CC2=C(NS(NC2=O)(=O)=O)C=C1